2-Methoxyethanol europium [Eu].COCCO